Trans-ethyl 5-fluoro-6-[(5-methyl-1H-pyrazol-3-yl)amino]-2-[(5-hydroxyadamantan-2-yl)amino]pyrimidine-4-carboxylate trifluoroacetate FC(C(=O)O)(F)F.FC=1C(=NC(=NC1NC1=NNC(=C1)C)NC1C2CC3CC(CC1C3)(C2)O)C(=O)OCC